NC=1C(=CC(=NC1)C(=O)NCCC)N1CCC(CC1)OC1=C(C=C(C=C1)F)F 5-amino-4-(4-(2,4-difluorophenoxy)piperidin-1-yl)-N-propylpyridinecarboxamide